(4-((3-(7-(((Z)-3-fluoro-1-methylpiperidin-4-yl)amino)-3-(2,2,2-trifluoroethyl)benzo[b]thiophen-2-yl)prop-2-yn-1-yl)amino)-3-methoxyphenyl)(morpholino)methanone FC1CN(CCC1NC1=CC=CC2=C1SC(=C2CC(F)(F)F)C#CCNC2=C(C=C(C=C2)C(=O)N2CCOCC2)OC)C